O=C1NC=C(C(N1)=O)C=1C=C(C=2N(N1)C=CN2)N2CC1(CC1C2)C#N 3-(6-(2,4-dioxo-1,2,3,4-tetrahydropyrimidin-5-yl)imidazo[1,2-b]pyridazin-8-yl)-3-azabicyclo[3.1.0]hexane-1-carbonitrile